rac-(8S)-8-phenyl-N-[rac-(3S)-5-methyl-4-oxo-2,3-dihydro-1,5-benzoxazepin-3-yl]-6,8-dihydro-5H-[1,2,4]triazolo[5,1-c][1,4]oxazine-2-carboxamide C1(=CC=CC=C1)[C@@H]1OCCN2C1=NC(=N2)C(=O)N[C@H]2COC1=C(N(C2=O)C)C=CC=C1 |r|